FC(C)(F)C1=CC2=C(N=N1)N(C(=N2)C2=NC=C(C=C2S(=O)(=O)CC)C2=NOC(=N2)C2(CC2)F)C 2-[3-(1,1-difluoroethyl)-7-methyl-7H-imidazo[4,5-c]pyridazin-6-yl]-3-(ethanesulfonyl)-5-[5-(1-fluorocyclopropyl)-1,2,4-oxadiazol-3-yl]pyridine